(1S,2S)-N-(6-(((R)-1-(6-cyclopropyl-8-(methylsulfonyl)imidazo[1,2-a]pyridin-2-yl)ethyl)amino)-2-methyl-pyrimidin-4-yl)-2-(4-methyl-pyrimidin-2-yl)cyclopropane-1-carboxamide C1(CC1)C=1C=C(C=2N(C1)C=C(N2)[C@@H](C)NC2=CC(=NC(=N2)C)NC(=O)[C@@H]2[C@H](C2)C2=NC=CC(=N2)C)S(=O)(=O)C